(E)-3-(4-chlorophenyl)-4-phenyl-N-((4-(trifluoromethyl)phenyl)sulfonyl)pyrrolidine-1-carboximidoyl chloride ClC1=CC=C(C=C1)C1CN(CC1C1=CC=CC=C1)\C(=N/S(=O)(=O)C1=CC=C(C=C1)C(F)(F)F)\Cl